8-Formyloctanoic acid-2-butyloctyl ester C(CCC)C(COC(CCCCCCCC=O)=O)CCCCCC